(((2,5-dioxopyrrolidin-1-yl) oxy) carbonyl) azetidine-1-carboxylate N1(CCC1)C(=O)OC(=O)ON1C(CCC1=O)=O